FC=1C=C(C=CC1)C(C(NC=1SC=CN1)=O)N1S(C2=C(C1)C=CC(=C2)C#CC=2C=CC(=NC2)C(=O)N)(=O)=O 5-((2-(1-(3-fluorophenyl)-2-oxo-2-(thiazol-2-ylamino)ethyl)-1,1-dioxo-2,3-dihydrobenzo[d]isothiazol-6-yl)ethynyl)picolinamide